triethoxy(1-phenyl-vinyl)silane C(C)O[Si](C(=C)C1=CC=CC=C1)(OCC)OCC